[N+](=O)([O-])C1=CC=C(CC2COC3(N(C2=O)C2=CC=CC=C2)C=CC(C=C3)=O)C=C1 3-(4-nitro-benzyl)-5-phenyl-1-oxa-5-azaspiro[5.5]undec-7,10-diene-4,9-dione